2-(6-(3-cyclopropyl-phenyl)-2-azaspiro[3.3]heptane-2-carbonyl)-7-oxa-5-azaspiro[3.4]octan-6-one C1(CC1)C=1C=C(C=CC1)C1CC2(CN(C2)C(=O)C2CC3(C2)NC(OC3)=O)C1